C(C1=CC=CC=C1)(=O)N1C(CC[C@@H](C1)OC(C)(C)C)(C(=O)OCC)C(=O)OCC diethyl (5S)-1-benzoyl-5-t-butyloxy-piperidine-2,2-dicarboxylate